O=C1NC(CCC1C=1C=C(CN(C2CCN(CC2)C2=CC(=C(C=C2)NC2=NC=C(C(=C2)NC2=C(C(=O)NC)C=CC=C2)C(F)(F)F)OC)C)C=CC1)=O 2-((2-((4-(4-((3-(2,6-dioxopiperidin-3-yl)benzyl)(methyl)amino)piperidin-1-yl)-2-methoxyphenyl)amino)-5-(trifluoromethyl)pyridin-4-yl)amino)-N-methylbenzamide